The molecule is an erythromycin derivative that is erythromycin A in which the hydrogen attached to the carbon at position 8 (alpha to the ketone carbonyl group) has been replaced by a fluorine. It has been used (generally as the corresponding monoethyl succinate ester) as an antibacterial drug. It has a role as an antibacterial drug. It is an erythromycin derivative, an organofluorine compound, a cyclic ketone and a semisynthetic derivative. It derives from an erythromycin A. CC[C@@H]1[C@@]([C@@H]([C@H](C(=O)[C@@](C[C@@]([C@@H]([C@H]([C@@H]([C@H](C(=O)O1)C)O[C@H]2C[C@@]([C@H]([C@@H](O2)C)O)(C)OC)C)O[C@H]3[C@@H]([C@H](C[C@H](O3)C)N(C)C)O)(C)O)(C)F)C)O)(C)O